C(C)OC1C(=CC=C(C1)C(C)C)C 5-ethoxy-1-(1-methylethyl)-4-methyl-1,3-cyclohexadiene